N1(CCC1)C1=NC=C(C=C1C#N)C1=NNC2=CC=C(C=C12)O[C@H](C)C1=C(C=NC=C1Cl)Cl 2-(azetidin-1-yl)-5-[5-[(1R)-1-(3,5-dichloro-4-pyridyl)ethoxy]-1H-indazol-3-yl]pyridine-3-carbonitrile